COCCN(C(OCCl)=O)CC=1C(=NC=CC1)NC Chloromethyl (2-methoxyethyl)((2-(methylamino)pyridin-3-yl)methyl)carbamate